C(C)OC1=CC=C2C=C(C(NC2=N1)=O)C1=CC2=CN(N=C2C=C1)C 7-ethoxy-3-(2-methyl-2H-indazol-5-yl)-1,8-naphthyridin-2(1H)-one